C(C)(C)(C)OC(=O)N1CC2(C[C@@H]1C)OC(C=1C(=NC=CC12)Cl)OC(C)=O (5'S)-3-acetoxy-4-chloro-5'-methyl-3H-spiro[furo[3,4-c]pyridine-1,3'-pyrrolidine]-1'-carboxylic acid tert-butyl ester